methyl-phenyl-tin trissuberate C(CCCCCCC(=O)[O-])(=O)[O-].C(CCCCCCC(=O)[O-])(=O)[O-].C(CCCCCCC(=O)[O-])(=O)[O-].C[Sn+2]C1=CC=CC=C1.C[Sn+2]C1=CC=CC=C1.C[Sn+2]C1=CC=CC=C1